C(C)(C)(C)OC(=O)N1C[C@H](OC[C@@H](C1)OC)C(=O)O (2S,6R)-4-(tert-Butoxycarbonyl)-6-methoxy-1,4-oxazepane-2-carboxylic acid